2-heneicosanyl-4,5-dihydro-1,3-oxazine C(CCCCCCCCCCCCCCCCCCCC)C=1OCCCN1